(S)-β-hydroxybutyric acid O[C@H](CC(=O)O)C